N1C[C@@H](CC1)O (R)-pyrrolidine-3-ol